FC(C(=O)O)(F)F.COC1=NC2=CC=CC=C2C=C1CC1=CC=C(C=C1)[C@]1(CCC(N1)=O)C |r| (rac)-5-(4-((2-methoxyquinolin-3-yl)methyl)phenyl)-5-methylpyrrolidin-2-one 2,2,2-trifluoroacetate